6-(3-(5-methyl-1,3,4-oxadiazol-2-yl)-5-oxo-2-(2-(tetrahydro-2H-pyran-4-yl)ethyl)-1,5,8,9-tetrahydro-4H,7H-pyrazolo[1',2':1,2]pyrazolo[3,4-b]pyridin-4-yl)benzo[d]oxazol-2(3H)-one CC1=NN=C(O1)C=1C(C2=C(NC1CCC1CCOCC1)N1N(C2=O)CCC1)C1=CC2=C(NC(O2)=O)C=C1